ClC=1C(N(C(=CC1OCC1=NC=C(C=C1F)F)C)C1=CC(=NC=C1C)C1=NC(=NC=C1)C(C)(C)NC(C)=O)=O N-(2-(4-(3-chloro-4-((3,5-difluoropyridin-2-yl)methoxy)-5',6-dimethyl-2-oxo-2H-[1,4'-bipyridin]-2'-yl)pyrimidin-2-yl)propan-2-yl)acetamide